3-Hydroxy-2-naphthol OC=1C(=CC2=CC=CC=C2C1)O